COCCO monoethyleneglycol monomethyl ether